1,1,1,3,3,3-hexafluoropropan-2-yl (S)-1-((cyclohexanecarbonyl)carbamoyl)-6-azaspiro[2.5]octane-6-carboxylate C1(CCCCC1)C(=O)NC(=O)[C@H]1CC12CCN(CC2)C(=O)OC(C(F)(F)F)C(F)(F)F